C=12C(=CC3(C=CC=CC13)C(=O)[O-])C2 METHANOINDENE-3A-CARBOXYLATE